FC(S(=O)(=O)O)(F)F.CCCCCC hexane trifluoromethanesulfonate